2-(methacryloyloxy)ethyl-phosphoryl-choline C(C(=C)C)(=O)OCCP(=O)=C(O)C[N+](C)(C)C